(1r,4r)-N1-(4-(6-((5-Fluoropyridin-3-yl)amino)imidazo[1,2-a]pyridin-3-yl)-5-methylpyrimidin-2-yl)cyclohexane-1,4-diamine FC=1C=C(C=NC1)NC=1C=CC=2N(C1)C(=CN2)C2=NC(=NC=C2C)NC2CCC(CC2)N